C1(CCCCC1)OC1=CC=C(C=C1)NC=1SC(=C(N1)C)C(C)=O 2-((4-(cyclohexyloxy)phenyl)amino)-4-methyl-5-acetylthiazole